N1=C(C=CC=C1)C(C)SC=1N=C(C2=C(N1)N=C(S2)N)N 5-[(1-pyridin-2-ylethyl)thio][1,3]thiazolo[4,5-d]pyrimidine-2,7-diamine